ClC=1C(=C(C(=CC1N1CC(CC1)(C1CN(CC1)C)C)F)S(=O)(=O)NC1=NC(=CC=C1)F)F 3-chloro-4-(1',3-dimethyl-[3,3'-bipyrrolidin]-1-yl)-2,6-difluoro-N-(6-fluoropyridin-2-yl)benzenesulfonamide